C1(CCCC1)N1N=CC2=C1N=C(NC2=O)COC=2C=C(C#N)C=CC2 3-[(1-Cyclopentyl-4-oxo-4,5-dihydro-1H-pyrazolo[3,4-d]pyrimidin-6-yl)methoxy]-benzonitrile